CS(=O)(=O)OCCNC1=CC(=C(C(=C1)F)C1C(NC(CC1)=O)=O)F 2-((4-(2,6-dioxopiperidin-3-yl)-3,5-difluorophenyl)amino)ethyl methanesulfonate